4-((2S,5R)-4-Acryloyl-2,5-dimethylpiperazin-1-yl)-6-chloro-1-(2-cyclopropyl-4-isopropyl-6-methylpyrimidin-5-yl)-7-(2-fluorophenyl)pyrido[2,3-d]pyrimidin C(C=C)(=O)N1C[C@@H](N(C[C@H]1C)C=1C2=C(N(CN1)C=1C(=NC(=NC1C)C1CC1)C(C)C)N=C(C(=C2)Cl)C2=C(C=CC=C2)F)C